CC1=CC=C(C=C1)S(=O)(=O)[O-] 4-methyl-benzenesulfonate